FC=1C=C(C=C(C1COC1=CC=C(C=C1)OS(=O)(=O)F)F)C1=NNC=N1 3-[3,5-difluoro-4-[(4-fluorosulfonyloxyphenoxy)methyl]phenyl]-1H-1,2,4-triazole